CCCCCCCCCCCC(CCCCCC)=O Octadecan-12-one